C(C1=CC=CC=C1)C1=CC(=C(C=C1)C)C 1-benzyl-3,4-dimethylbenzene